2-([1,1':2',1''-terphenyl]-4'-yl)-9-chloro-1,10-phenanthroline C1(=CC=CC=C1)C=1C(=CC(=CC1)C1=NC2=C3N=C(C=CC3=CC=C2C=C1)Cl)C1=CC=CC=C1